(RS)-tert-butylsulfinamide C(C)(C)(C)[S@@](=O)N |r|